(5-bromo-6-fluoro-4-iodo-2-pyridinyl)-N-tert-butoxycarbonyl-carbamic acid tert-butyl ester C(C)(C)(C)OC(N(C(=O)OC(C)(C)C)C1=NC(=C(C(=C1)I)Br)F)=O